1-(4-fluorophenyl)-5-(1H-pyrrol-3-yl)-1H-1,2,4-triazole FC1=CC=C(C=C1)N1N=CN=C1C1=CNC=C1